CC=1C(=CC=C(C1)S)S toluene-2,5-dithiol